FC(C(=O)O)(F)F.C1(=CC=CC=C1)C1=C(C(=O)O)C=CC=C1 phenylbenzoic acid trifluoroacetate salt